[N+](=[N-])=CC(CC[C@@H](C(=O)OC(C)C)NC(COC)=O)=O isopropyl (S)-6-diazo-2-(2-methoxyacetamido)-5-oxohexanoate